O1CCN(CC1)CCCC#CC=1C=C(C=C2C(=NNC12)N)C1=C2C(=NC=C1)NC=C2 7-(5-Morpholino-pent-1-yn-1-yl)-5-(1H-pyrrolo[2,3-b]pyridin-4-yl)-1H-indazol-3-amine